C(C1=CC=CC=C1)N1C=NC2=C1CN(CC2)C2=NC=1N(C=C2)N=CC1C=1C(=NC=CC1)OC 3-benzyl-5-(3-(2-methoxypyridin-3-yl)pyrazolo[1,5-a]pyrimidin-5-yl)-4,5,6,7-tetrahydro-3H-imidazo[4,5-c]pyridine